phosphinyloxypropionitrile [PH2](=O)OC(C#N)C